(E)-ethyl 4-oxo-4-(propionimidamidooxy)but-2-enoate O=C(/C=C/C(=O)OCC)NC(CC)=N